CC(C)C12CC(C1)(C2)NC(=O)NCC2=CC(=CC=C2)C(F)(F)F 1-(3-propan-2-yl-1-bicyclo[1.1.1]pentanyl)-3-[[3-(trifluoromethyl)phenyl]methyl]urea